NC1CC(C2=CC(=C3C=C(N=CC3=C21)C2CC2)S(NCC(C)(C)F)(=O)=O)NC(=O)C=2C=NC=CC2 N-[9-amino-3-cyclopropyl-5-[(2-fluoro-2-methylpropyl)sulfamoyl]-8,9-dihydro-7H-cyclopenta[h]isoquinolin-7-yl]pyridine-3-carboxamide